ClC=1C=C(OC=2C=C(C=C(C2)C(C)(C)O)C=2C3=C(C(N(C2)C)=O)NC(=C3)C(=O)NCC)C=CC1C 4-(3-(3-chloro-4-methylphenoxy)-5-(2-hydroxypropan-2-yl)phenyl)-N-ethyl-6-methyl-7-oxo-6,7-dihydro-1H-pyrrolo[2,3-c]pyridine-2-carboxamide